C(C)(C)(C)OC(=O)N1C[C@@H](CCC1)NC=1N=NC(=CC1C)Cl.NC1=C(C=C(C=C1)C1=NC=CC=C1)NC(C1=CC=C(C=C1)S(=O)(=O)C1CC1)=O N-[2-amino-5-(2-pyridyl)phenyl]-4-(cyclopropylsulfonyl)benzamide tert-Butyl-(R)-3-((6-chloro-4-methylpyridazin-3-yl)amino)piperidine-1-carboxylate